FC1=CC=C(CN2C=3N(C4=CC=CC=C4C2=O)C(NN3)=S)C=C1 4-(4-Fluorobenzyl)-1-thioxo-2,4-dihydro-[1,2,4]triazolo[4,3-a]quinazolin-5(1H)-one